4-(1-{4-[(5-Amino-3-tert.-butylpyrazol-1-carbonyl)amino]phenyl}-1H-benzimidazol-5-yloxyl)pyridin NC1=CC(=NN1C(=O)NC1=CC=C(C=C1)N1C=NC2=C1C=CC(=C2)OC2=CC=NC=C2)C(C)(C)C